CCCCC/C=C\\C/C=C\\CCCCCCCC(=O)[O-] The molecule is an octadecadienoate with cis- double bonds at the 9- and 12- positions; the conjugate base of linoleic acid. It has a role as a plant metabolite and a human blood serum metabolite. It derives from a 9-HPODE(1-). It is a conjugate base of a linoleic acid.